(1s,3s)-3-(7-methyl-1H-indazol-1-yl)cyclobutyl 1H-imidazole-1-carboxylate N1(C=NC=C1)C(=O)OC1CC(C1)N1N=CC2=CC=CC(=C12)C